C[Si](C=CCCCCC=C[Si](C)(C)C)(C)C 1,8-bis-trimethylsilyl-octa-1,7-diene